CN(CC(=O)N(CC)C1=C(C=C(C=C1)[N+](=O)[O-])[N+](=O)[O-])C 2-(Dimethylamino)-N-(2,4-dinitrophenyl)-N-ethylacetamide